FC(C(=O)N([C@H]1[C@@H](C1)/C(=C/C1=CC=CC=C1)/CC)C1CC2(CN(C2)CC(=O)O)C1)(F)F 2-(6-(2,2,2-trifluoro-N-((1r,2s)-2-((E)-1-phenylbut-1-en-2-yl)cyclopropyl)acetamido)-2-azaspiro[3.3]heptan-2-yl)acetic acid